6-(1-(1-(azetidine-3-carbonyl)piperidin-4-yl)-3-ethyl-1H-pyrazol-4-yl)-4-methoxypyrazolo[1,5-a]pyridine-3-carbonitrile N1CC(C1)C(=O)N1CCC(CC1)N1N=C(C(=C1)C=1C=C(C=2N(C1)N=CC2C#N)OC)CC